C1OCC12CN(C2)C2=NC=CC(=N2)COC2=CC=C(C=C2)C(C)(C)C2=CC=C(C=C2)CCNC=2C=C1C(N(C(C1=CC2)=O)C2C(NC(CC2)=O)=O)=O 5-((4-(2-(4-((2-(2-oxa-6-azaspiro[3.3]heptan-6-yl)pyrimidin-4-yl)methoxy)phenyl)propan-2-yl)phenylethyl)amino)-2-(2,6-dioxopiperidin-3-yl)isoindolin-1,3-dione